ClC1=NC=C(C(=N1)OCC1=CC=C(C=C1)C=1N(C=C(N1)C(F)(F)F)C)Cl 2,5-dichloro-4-((4-(1-methyl-4-(trifluoromethyl)-1H-imidazol-2-yl)benzyl)oxy)pyrimidine